8-bromoquinoxaline BrC=1C=CC=C2N=CC=NC12